3,3'-(1,4,8,11-tetraazabicyclo[6.6.2]hexadecane-4,11-diyl)dipropanoic acid N12CCN(CCCN(CCN(CCC1)CCC(=O)O)CC2)CCC(=O)O